(S)-3-(((8,8-Difluoro-7-methyl-1,4-dioxaspiro[4.5]decan-7-yl)methyl)amino)-4-nitrobenzonitrile FC1([C@](CC2(OCCO2)CC1)(C)CNC=1C=C(C#N)C=CC1[N+](=O)[O-])F